C(C)(=O)[O-].CN1CCC[NH+]2CCN=C12 5-methyl-1,5,7-triaza-bicyclo[4.3.0]non-6-enium acetate